((2-carboxyethyl)amino)benzoic acid C(=O)(O)CCNC1=C(C(=O)O)C=CC=C1